(5RS)-2-[(2-Chloropyridin-4-yl)methyl]-3-oxo-2,3,5,6,7,8-hexahydro[1,2,4]triazolo[4,3-a]pyridine-5-carboxylic acid ClC1=NC=CC(=C1)CN1N=C2N([C@H](CCC2)C(=O)O)C1=O |r|